[F-].FC(C[Al+2])F.[F-] difluoroethylaluminum fluoride